N-(5-bromo-3-cyanopyridin-2-yl)-1-(methylsulfonyl)piperidine-4-carboxamide BrC=1C=C(C(=NC1)NC(=O)C1CCN(CC1)S(=O)(=O)C)C#N